[Na+].[Na+].C1(O)=C(O)C(=CC(=C1)S(=O)(=O)[O-])S(=O)(=O)[O-] pyrocatechol-3,5-disulphonic acid disodium salt